C(C)[C@H]1CC=2C(=NN(C2C(F)(F)F)CC(=O)N2[C@H]([C@H](CC2)N2CCOCC2)C2=C(C(=CC=C2)OC)C)[C@@H]1C 2-[(5S,6R)-5-Ethyl-6-methyl-3-(trifluoromethyl)-5,6-dihydro-4H-cyclopenta[c]pyrazol-2-yl]-1-[(2S,3S)-2-(3-methoxy-2-methyl-phenyl)-3-morpholino-pyrrolidin-1-yl]ethanone